N(=C=O)C1CCC(CC1)CC1CCC(CC1)N=C=O 4,4'-Diisocyanato-methylenedicyclohexane